(S)-(3-(((E)-2-(2-chloro-3,4-dihydroxybenzamido)ethylidene)amino)-5-methyl-2-oxoimidazolidin-1-yl)-7-oxo-4-thia-1-azabicyclo[3.2.0]heptane-3-carboxylic acid ClC1=C(C(=O)NC\C=N\N2C(N(C(C2)C)[C@H]2N3C(CC3SC2C(=O)O)=O)=O)C=CC(=C1O)O